ClC=1C(=NC(=NC1)NC1=C(C=C(C=C1)N1CCC(CC1)N1CCN(CC1)CC=1C=C2CN(C(C2=CC1)=O)C1C(NC(CC1)=O)=O)OC)NC1=C(C=CC=C1)P(=O)(OC)OC 3-(5-((4-(1-(4-((5-chloro-4-((2-(dimethylphosphono)phenyl)amino)pyrimidin-2-yl)amino)-3-methoxyphenyl)piperidin-4-yl)piperazin-1-yl)methyl)-1-oxoisoindoline-2-yl)piperidine-2,6-dione